ClC1=CC(=C2CN(CC2=C1)C(=O)OC(C)(C)C)I tert-butyl (6-chloro-4-iodo-1,3-dihydro-isoindol-2-yl)carboxylate